3-(2-(((isopropoxycarbonyl)oxy)methoxy)-2,2-diphenylacetoxy)spiro[bicyclo[3.2.1]octane-8,1'-pyrrolidin]-8-ium trifluoroacetate FC(C(=O)[O-])(F)F.C(C)(C)OC(=O)OCOC(C(=O)OC1CC2CCC(C1)[N+]21CCCC1)(C1=CC=CC=C1)C1=CC=CC=C1